ClC1=CNC2=NC=C(C=C21)C=2C=C1N(N2)CCC12CCN(CC2)CCC(F)(F)F 2'-(3-chloro-1H-pyrrolo[2,3-b]pyridin-5-yl)-1-(3,3,3-trifluoropropyl)-5',6'-dihydrospiro[piperidine-4,4'-pyrrolo[1,2-b]pyrazole]